C(C)(C)(C)OC(=O)N1C[C@@H](CCC1)N1C(C(CC2=C1N=NC(=C2)Cl)C(=O)OC)=O methyl 8-((R)-1-(tert-butoxycarbonyl) piperidin-3-yl)-3-chloro-7-oxo-5,6,7,8-tetrahydropyrido[2,3-c]pyridazine-6-carboxylate